CC(C)([S@](=O)NCC1=NC=CC(=C1)C1=CC(=CC=2C=C(OC21)COC)COC2=C(C=C(C=C2)F)CC(=O)OCC)C (+)-(S)-ethyl 2-(2-((7-(2-((1,1-dimethylethylsulfinamido)methyl)pyridin-4-yl)-2-(methoxymethyl)benzofuran-5-yl)methoxy)-5-fluorophenyl)acetate